7-(3,5-dimethylphenoxy)-1H,2H,3H-cyclopenta[b]quinoline-9-amine CC=1C=C(OC2=CC=3C(=C4C(=NC3C=C2)CCC4)N)C=C(C1)C